9-benzyl-8-(4-methyl-6-(2-(pyrrolidin-1-yl)ethoxy)pyridin-3-yl)-6-(1-methylcyclopropoxy)-9H-purine C(C1=CC=CC=C1)N1C2=NC=NC(=C2N=C1C=1C=NC(=CC1C)OCCN1CCCC1)OC1(CC1)C